NC=1C2=C(N=CN1)N(C=C2C2=CC=C(C=C2)NC(=O)C=2C(N(N1C2COCC1)C1=CC=CC=C1)=O)CC(C)O N-(4-(4-amino-7-(2-hydroxypropyl)-7H-pyrrolo[2,3-d]pyrimidin-5-yl)phenyl)-2-oxo-1-phenyl-2,4,6,7-tetrahydro-1H-pyrazolo[5,1-c][1,4]oxazine-3-carboxamide